ClC=1C=C(C=CC1)COCCC(=O)NC12CC(C1)(C2)NC(COC2=CC(=C(C=C2)Cl)Cl)=O 3-[(3-chlorophenyl)methoxy]-N-{3-[2-(3,4-dichlorophenoxy)acetylamino]-bicyclo[1.1.1]pentan-1-yl}propanamide